[K+].BrC1=NN2C(N=C(C=C2N2CCCC2)C(=O)[O-])=C1 2-bromo-7-(pyrrolidin-1-yl)pyrazolo[1,5-a]Pyrimidine-5-carboxylic acid potassium salt